pyrazine-2-carboxamide hydrochloride Cl.N1=C(C=NC=C1)C(=O)N